6-CHLORO-4-FLUORO-PYRIDINE-3-CARBALDEHYDE ClC1=CC(=C(C=N1)C=O)F